C(C)OC(\C=C\C1=C(C=CC(=C1)F)OCC1=CC=CC=C1)=O (E)-3-(2-(benzyloxy)-5-fluorophenyl)acrylic acid ethyl ester